O[C@@H]1[C@H](COC1)N1C=NC2=C(C1=O)C=C(N=C2C=2C=NC=CC2)C=2C=NC(=CC2)C(F)(F)F 3-((3S,4R)-4-hydroxytetrahydrofuran-3-yl)-8-(pyridin-3-yl)-6-(6-(trifluoromethyl)pyridin-3-yl)pyrido[3,4-d]pyrimidin-4(3H)-one